OC(=CC=CC=CC(=O)O)C=CCC(CCCCCCCCCCC)O 7,11-dihydroxy-docosatetraenoic acid